2-(4-methylphenyl)formyloxy-1,3-propanediol CC1=CC=C(C=C1)C(=O)OC(CO)CO